3-Amino-2-methyl-1-Propanthiol NCC(CS)C